NC=1SCC2(N1)COCC1=CC=C(C=C12)NC(=O)C1=NC=C(C=C1)CC#N N-(2'-amino-5'H-spiro[isochroman-4,4'-thiazol]-6-yl)-5-cyanomethylpyridineamide